2-chloro-4-[(3,5-difluorobenzyl)amino]pyrimidin-5-carboxamide ClC1=NC=C(C(=N1)NCC1=CC(=CC(=C1)F)F)C(=O)N